5-(1-(7-Azaspiro-[3.5]nonan-2-yl)ethoxy)-2-((3,4-di-hydroisoquinolin-2(1H)-yl)methyl)-4H-pyran-4-one bis-trifluoroacetate FC(C(=O)O)(F)F.FC(C(=O)O)(F)F.C1C(CC12CCNCC2)C(C)OC=2C(C=C(OC2)CN2CC1=CC=CC=C1CC2)=O